(-)-3-((cyclopropylmethoxy)(phenyl)methyl)aniline Methyl-(S,E)-5-((tert-butyldimethylsilyl)oxy)-8-(4-((R,E)-3-((tert-butyldimethylsilyl)oxy)pent-1-en-1-yl)phenyl)oct-6-enoate COC(CCC[C@@H](\C=C\CC1=CC=C(C=C1)\C=C\[C@@H](CC)O[Si](C)(C)C(C)(C)C)O[Si](C)(C)C(C)(C)C)=O.C1(CC1)COC(C=1C=C(N)C=CC1)C1=CC=CC=C1